[Be+2].[O-]S(=O)(=O)[O-] The molecule is a metal sulfate in which the metal is beryllium (in the +2 oxidation state) and the ratio of beryllium to sulfate is 1:1. It has a role as an allergen. It contains a beryllium(2+).